8-chloro-3-(5-(difluoromethyl)-1,3,4-thiadiazol-2-yl)-N-(1-(fluoromethyl)cyclopropyl)imidazo[1,2-a]pyridine-6-sulfonamide ClC=1C=2N(C=C(C1)S(=O)(=O)NC1(CC1)CF)C(=CN2)C=2SC(=NN2)C(F)F